C(CCC)C1CCC(CC1)C1=CC=C(C=C1)C1=CC=CC=C1 4-(4-butylcyclohexyl)-1,1'-biphenyl